1-Fluoro-3-((tetrahydro-2H-pyran-2-yl)oxy)propan-2-ol FCC(COC1OCCCC1)O